C(C)OC(CCC(=O)C1=NC(=CC(=C1OCC1=CC=CC=C1)C(F)(F)F)C#N)=O 4-(3-Benzyloxy-6-cyano-4-trifluoromethyl-pyridin-2-yl)-4-oxo-butyric acid ethyl ester